2-propyl-6-heptenoic acid C(CC)C(C(=O)O)CCCC=C